CN1C(=NN=C1)SC(C)C=1C=C(C=CC1)N1N=NC(=C1)C1=CC=C(C#N)C=C1 4-(1-(3-(1-(4-methyl-4H-1,2,4-triazol-3-ylthio)ethyl)phenyl)-1H-1,2,3-triazol-4-yl)benzonitrile